ClC1=NC=C(C(=N1)N1CCC2=CC=CC=C12)Cl 1-(2,5-dichloropyrimidin-4-yl)indoline